S1N=NC2=C1C=CC=C2N2N=CC(=C2C(F)(F)F)C(=O)NC=2C=NC(=C(C2)Cl)N2N=CC=N2 1-(Benzo[d][1,2,3]thiadiazol-4-yl)-N-(5-chloro-6-(2H-1,2,3-triazol-2-yl)-pyridin-3-yl)-5-(trifluoromethyl)-1H-pyrazol-4-carboxamid